C1(CCCC1)C(=O)CC cyclopentylethylketone